3-[2-(2,5-dioxopyrrol-1-yl)acetamido]propanoic acid O=C1N(C(C=C1)=O)CC(=O)NCCC(=O)O